2-[(1R)-1-([7-Chloro-3-iodoimidazo[1,2-a]pyridin-5-yl]oxy)ethyl]pyridine ClC1=CC=2N(C(=C1)O[C@H](C)C1=NC=CC=C1)C(=CN2)I